O1C(CC2C1CCCC2)=O hexahydrobenzofuran-2(3H)-one